C1(C(C(C(C(C1(F)F)(F)F)(F)F)(C(F)(F)F)F)(F)F)(C(F)(F)F)F hexadecafluoro-1,3-dimethylcyclohexane